C(C)(C)(C)C1=CC=2C(C3=CC=CC=C3OC2C=C1)C=1OC2=C(C1)C=CC=C2 2-(2-t-butylxanthenyl)benzofuran